CN1C2(CN(C2)C(=O)OC(C)(C)C)CC(C1)=O tert-butyl 5-methyl-7-oxo-2,5-diazaspiro[3.4]octane-2-carboxylate